ClC1=CC=CC(=N1)N[C@H]1C[C@H](N(C1)C(=O)OC(C)(C)C)C(=O)OC O1-tert-butyl O2-methyl (2S,4S)-4-[(6-chloro-2-pyridyl)amino]pyrrolidine-1,2-dicarboxylate